Cl.N1CC(OCC1)CC(=O)OC methyl 2-(morpholin-2-yl)acetate HCl